4-(4'-bromo-[1,1'-biphenyl]-4-yl)-1H-1,2,3-triazole-5-carboxylic acid BrC1=CC=C(C=C1)C1=CC=C(C=C1)C=1N=NNC1C(=O)O